5-(4-(((1,3,4-thiadiazol-2-yl)amino)methyl)-2-fluoro-6-hydroxyphenyl)-1,2,5-thiadiazolidin-3-one 1,1-dioxide S1C(=NN=C1)NCC1=CC(=C(C(=C1)O)N1CC(NS1(=O)=O)=O)F